fluoromethyl-6-oxo-3,4-dihydro-2H,6H-pyrimido[2,1-b][1,3]thiazine-7-carbonitrile FCC1CCN2C(S1)=NC=C(C2=O)C#N